4-[(2-{3-[(4-tert-butyl-2-methoxy-phenyl)amino]prop-1-yn-1-yl}-1-(2,2,2-trifluoroethyl)-1H-indol-4-yl)amino]-1λ6-thiane-1,1-dione C(C)(C)(C)C1=CC(=C(C=C1)NCC#CC=1N(C2=CC=CC(=C2C1)NC1CCS(CC1)(=O)=O)CC(F)(F)F)OC